1-(3,5-bis(trifluoromethyl)benzyl)-1H-indol FC(C=1C=C(CN2C=CC3=CC=CC=C23)C=C(C1)C(F)(F)F)(F)F